CN1N=C(C=C1)CNC(C1=CC=C(C=C1)C1=NC=CC2=C1C=CN2)=O N-[(1-methyl-1H-pyrazol-3-yl)methyl]-4-(1H-pyrrolo[3,2-c]pyridin-4-yl)benzamide